9-(4-bromobutyl)-3,6-diphenyl-9H-carbazole BrCCCCN1C2=CC=C(C=C2C=2C=C(C=CC12)C1=CC=CC=C1)C1=CC=CC=C1